(4R)-2,2-dimethyl-4-[4-(2-methyl-1H-imidazol-1-yl) tert-butyl phenyl]-1,3-oxazolidine-3-carboxylate CC1(OC[C@H](N1C(=O)[O-])C1=C(C=C(C=C1)N1C(=NC=C1)C)C(C)(C)C)C